O1C[C@@H](C2=C1C=CC=C2)C[C@H](NC(=O)[C@@H]2[C@@H]1CC[C@H](C2)O1)B(O)O [(1R)-2-[(3R)-2,3-dihydro-1-benzofuran-3-yl]-1-{[(1S,2S,4R)-7-oxabicyclo[2.2.1]heptan-2-yl]formamido}ethyl]boronic acid